C(#N)N1C[C@H](CC1)C(=O)NC=1N=CN(C1)C1=CC(=CC=C1)C#N (S)-1-cyano-N-(1-(3-cyanophenyl)-1H-imidazol-4-yl)pyrrolidine-3-carboxamide